OCCOCCN(CCOCCO)CCOCCO tris-[2-(2-hydroxy-ethoxy)ethyl]amine